BrC1=CC(=CC=2OCCN(C21)C2CN(CC2)C(=O)OC(C)(C)C)Cl tert-butyl 3-(5-bromo-7-chloro-2H-benzo[b][1,4]oxazin-4(3H)-yl)pyrrolidine-1-carboxylate